5-[1-(5-amino-2-pyridinyl)-3-(trifluoromethyl)pyrazol-4-yl]-N-[3-chloro-4-(3,8-diazabicyclo[3.2.1]octane-8-carbonyl)phenyl]-1-methyl-imidazole-2-carboxamide NC=1C=CC(=NC1)N1N=C(C(=C1)C1=CN=C(N1C)C(=O)NC1=CC(=C(C=C1)C(=O)N1C2CNCC1CC2)Cl)C(F)(F)F